4-(4-(3-aminopiperidine-1-carbonyl)piperazin-1-yl)-2-(2,6-dioxopiperidin-3-yl)isoindoline-1,3-dione NC1CN(CCC1)C(=O)N1CCN(CC1)C1=C2C(N(C(C2=CC=C1)=O)C1C(NC(CC1)=O)=O)=O